tert-butyl (3S,4S)-3-((6-(6-(difluoromethyl)imidazo[1,2-a]pyridin-3-yl)pyridin-2-yl)amino)-4-fluoropyrrolidine-1-carboxylate FC(C=1C=CC=2N(C1)C(=CN2)C2=CC=CC(=N2)N[C@H]2CN(C[C@@H]2F)C(=O)OC(C)(C)C)F